tert-butyl N-(1-bromopropan-2-yl)carbamate BrCC(C)NC(OC(C)(C)C)=O